methyl 1-methyl-5-{1-methyl-5-[2-({2-[(2-nitrophenyl) amino] ethyl} (2,2,2-trifluoroethyl) amino) ethoxy] pyrazol-4-yl}-6-oxopyridine-3-carboxylate CN1C=C(C=C(C1=O)C=1C=NN(C1OCCN(CC(F)(F)F)CCNC1=C(C=CC=C1)[N+](=O)[O-])C)C(=O)OC